C1(CC1)OC(=O)NC=1C=CC2=C(C(=CS2)C2CCN3CCCCC3CC2)C1 5-cyclopropoxycarbonylamino-3-(1-azabicyclo[5.4.0]undecan-4-yl)-benzothiophene